C(C)C=1C=NN2C1N=C(N=C2NCC2=CC=C(C=C2)OC)N2CCNCC2 8-ethyl-N-[(4-methoxyphenyl)methyl]-2-(piperazin-1-yl)pyrazolo[1,5-a][1,3,5]triazin-4-amine